N-(2-(4-cyclopropylpiperazine-1-yl)-5-((6-((R)-3-(2-fluoro-3-methylphenyl)-isoxazolidine-2-yl)pyrimidine-4-yl)amino)-4-methoxyphenyl)acrylamide C1(CC1)N1CCN(CC1)C1=C(C=C(C(=C1)OC)NC1=NC=NC(=C1)N1OCC[C@@H]1C1=C(C(=CC=C1)C)F)NC(C=C)=O